(S)-5-(((3-(4-(3-chloro-4-(2-chloro-3-((3-fluoro-4-(((2-hydroxyethyl)amino)methyl)pyridin-2-yl)amino)phenyl)pyridin-2-yl)-2-methoxyphenyl)propyl)amino)methyl)pyrrolidin-2-one ClC=1C(=NC=CC1C1=C(C(=CC=C1)NC1=NC=CC(=C1F)CNCCO)Cl)C1=CC(=C(C=C1)CCCNC[C@@H]1CCC(N1)=O)OC